FC=1C=CC(=C(C1)NC(=O)NC1=CC(=CC(=C1)OC)NCCN)CCO 1-[5-fluoro-2-(2-hydroxyethyl)phenyl]-3-[3-(2-aminoethylamino)-5-methoxyphenyl]urea